COC1=CC(=CC=2CCOC21)C2=NOC(=C2)C2=CC=CC=C2 3-(7-methoxy-2,3-dihydrobenzofuran-5-yl)-5-phenylisoxazole